(E)-2,4-dibromo-6-(((2-phenylimidazo[1,2-a]pyrimidin-6-yl)imino)methyl)benzene-1,3-diol BrC1=C(C(=CC(=C1O)Br)/C=N/C=1C=NC=2N(C1)C=C(N2)C2=CC=CC=C2)O